C=1SC=C2C1CCC(C2)NC2COC2 N-(4,5,6,7-tetrahydro-2-benzothiophen-5-yl)oxetan-3-amine